FC1=CC(=C(C=C1)C=1C=2N(C=C(C1)C1CN(C1)[C@H](C)C1CCN(CC1)C(CC)=O)C(=NC2)C)C(=O)N2[C@@H](COCC2)C 1-{4-[(1R)-1-[3-(8-{4-fluoro-2-[(3R)-3-methylmorpholine-4-carbonyl]phenyl}-3-methylimidazo[1,5-a]pyridin-6-yl)azetidin-1-yl]ethyl]piperidin-1-yl}propan-1-one